3-(((R)-7-((2S,4R)-4-Amino-2-(2,5-difluorophenyl)piperidine-1-carbonyl)-7-azaspiro[4.5]decan-10-yl)methyl)-6-fluoroquinazolin-4(3H)-one N[C@H]1C[C@H](N(CC1)C(=O)N1CC2(CCCC2)[C@@H](CC1)CN1C=NC2=CC=C(C=C2C1=O)F)C1=C(C=CC(=C1)F)F